(R)-pentenyl-alanine C(=CCCC)N[C@H](C)C(=O)O